ClC1=C2CN3C(=NC2=CC(=C1)Cl)CCCCC3 1,3-dichloro-6,7,8,9,10,12-hexahydroazepino[2,1-b]-quinazoline